O1CCN(CC1)C1=CC(=NC=2N1N=C(C2)C2=CC=NC=C2)NC2=NNC(=C2)C2=CC=CC=C2 7-morpholino-N-(5-phenyl-1H-pyrazol-3-yl)-2-(4-pyridyl)pyrazolo[1,5-a]pyrimidin-5-amine